NC=1C(=C(N(N1)C)N1N=CC(=C1)C=1C=CC(=C(C(=O)NC2CC2)C1)Cl)Br 5-[1-(5-amino-4-bromo-2-methyl-pyrazol-3-yl)pyrazol-4-yl]-2-chloro-N-cyclopropyl-benzamide